epsilon-benzyloxycarbonyl-L-lysine anhydride C(C1=CC=CC=C1)OC(=O)C(CCC[C@H](N)C(=O)OC([C@@H](N)CCCC(N)C(=O)OCC1=CC=CC=C1)=O)N